BrC=1C(=CC(N(C1)[C@H](C(=O)N[C@@H](CC(=O)OCC)C=1C=C(C=C(C1F)C)C1=C(C=C(C=C1C)C)CCCCC=C)CC=C)=O)C(F)(F)F Ethyl (S)-3-((S)-2-(5-bromo-2-oxo-4-(trifluoromethyl)pyridin-1(2H)-yl)pent-4-enamido)-3-(4-fluoro-2'-(hex-5-en-1-yl)-4',5,6'-trimethyl-[1,1'-biphenyl]-3-yl)propanoate